O-phenyl carbamothioate C(N)(OC1=CC=CC=C1)=S